tris[(1-benzyltriazol-4-yl)methyl]amine C(C1=CC=CC=C1)N1N=NC(=C1)CN(CC=1N=NN(C1)CC1=CC=CC=C1)CC=1N=NN(C1)CC1=CC=CC=C1